6-(2,6-dichlorophenyl)-2-((5-methyl-4,5,6,7-tetrahydropyrazolo[1,5-a]pyrazin-2-yl)amino)-8,9-dihydroimidazo[1,2-a]pyrimido[5,4-e]pyrimidin-5(6H)-one ClC1=C(C(=CC=C1)Cl)N1C=2N(C3=C(C1=O)C=NC(=N3)NC3=NN1C(CN(CC1)C)=C3)CCN2